tert-butyl ((2-(((RS)-5-hydroxypentan-2-yl)thio)-4-methyl phenyl)sulfonyl)-L-prolinate OCCC[C@@H](C)SC1=C(C=CC(=C1)C)S(=O)(=O)N1[C@@H](CCC1)C(=O)OC(C)(C)C |&1:4|